ClC1=CC=C(CNC(NC2CC3(CC(C3)CNC(=O)C3CC(NCC3)=O)C2)=O)C=C1 N-((6-(3-(4-chlorobenzyl)ureido)spiro[3.3]heptan-2-yl)methyl)-2-oxopiperidine-4-carboxamide